trans-[4-[(8-methyl-[1,2,4]triazolo[1,5-a]pyridin-6-yl)methyl]cyclohexyl]-[(3S)-3-pyrazin-2-yl-1,2-oxazolidin-2-yl]methanone CC=1C=2N(C=C(C1)C[C@@H]1CC[C@H](CC1)C(=O)N1OCC[C@H]1C1=NC=CN=C1)N=CN2